CN1N=C(C2=CC=CC=C12)C1=CC=C(C=C1)NC(=O)NCC=1C=NNC1 1-[4-(1-Methyl-1H-indazol-3-yl)-phenyl]-3-(1H-pyrazol-4-ylmethyl)-urea